C(C1=CC=CC=C1)N1CCC(CC1)CCN1C(NC(C(=C1C)C(=O)OCC)C1=CC=C(C=C1)OCCCCN1CCOCC1)=O Ethyl 1-(2-(1-benzylpiperidin-4-yl)ethyl)-6-methyl-4-(4-(4-morpholinobutoxy)phenyl)-2-oxo-1,2,3,4-tetrahydropyrimidine-5-carboxylate